(R or S)-4-(3-((1-(2-(3-cyclopropoxyphenyl)-3,3,3-trifluoro-2-hydroxypropanoyl)piperidin-4-yl)methyl)cyclobutoxy)-N,N,2-trimethylbenzamide C1(CC1)OC=1C=C(C=CC1)[C@@](C(=O)N1CCC(CC1)CC1CC(C1)OC1=CC(=C(C(=O)N(C)C)C=C1)C)(C(F)(F)F)O |o1:10|